ethyl 1,6-dihydro-1-(2-methoxyphenyl)-6-oxo-2-phenyl-5-pyrimidinecarboxylate COC1=C(C=CC=C1)N1C(=NC=C(C1=O)C(=O)OCC)C1=CC=CC=C1